C(C)OC(=O)C=1C=NN2C1N=C(C=C2)C2OCCO2 5-(1,3-Dioxolan-2-yl)pyrazolo[1,5-a]pyrimidine-3-carboxylic acid ethyl ester